COC(=O)C=1C=C2C(=NC1)N(N=N2)C2=CC=C(C=C2)C#N 3-(4-cyanophenyl)-3H-[1,2,3]triazolo[4,5-b]pyridine-6-carboxylic acid methyl ester